NC1=C(C(=O)C2=C(C=CC=C2)Cl)C=C(C=C1)Br 2-amino-5-bromo-2'-chlorobenzophenone